CNC(CCCCCCCCCCCCCCCC(=O)N)=O N1-methylheptadecanediamide